8-(4-chloro-2-fluoro-phenyl)-2,3-dimethyl-6-[(2S)-2-(2-methyl-4-pyridyl)morpholin-4-yl]pyrido[3,4-d]pyrimidin-4-one ClC1=CC(=C(C=C1)C1=NC(=CC2=C1N=C(N(C2=O)C)C)N2C[C@@H](OCC2)C2=CC(=NC=C2)C)F